N1C(=NC2=C1C=CC=C2)CNCCC=2SC=C(N2)C(=O)NCC=2OC=CN2 2-{2-[(1H-1,3-Benzodiazol-2-ylmethyl)amino]ethyl}-N-(1,3-oxazol-2-ylmethyl)-1,3-thiazole-4-carboxamide